BrC1=CC=C(C=C1)[C@H](C)N (S)-(-)-1-(4-bromophenyl)ethanamine